[N+](=O)([O-])C=1C=C(C(=CC1)\C=C\C(=O)C1=C(C=CC=C1)OCC(=O)O)CC(=O)C(C(=O)O)C(O)(C(=O)O)CC(=O)O 4-nitro-2'-carboxymethoxychalconemonoacetyl-citric acid